4-bromo-6-chloro-N,N-dimethyl-pyridazin-3-amine BrC1=C(N=NC(=C1)Cl)N(C)C